N-(2-((2'-(2-hydroxyethoxy)-[1,1'-biphenyl]-3-yl)methyl)pyrrolidin-3-yl)-ethanesulfonamide hydrochloride Cl.OCCOC1=C(C=CC=C1)C1=CC(=CC=C1)CC1NCCC1NS(=O)(=O)CC